N(C)CC(=O)OC(CCCCCCCCCCCCC)=O.[Ca] Calcium Myristoyl Sarcosinate